1,10-decanediol oxalate C(C(=O)O)(=O)O.C(CCCCCCCCCO)O